6-(3-(3-(((2-Chloro-[1,1'-biphenyl]-4-yl)methyl)amino)propanamido)propyl)-5-oxo-5,6-dihydrobenzo[c][2,6]naphthyridine-8-carboxylic acid ClC1=C(C=CC(=C1)CNCCC(=O)NCCCN1C(C2=CC=NC=C2C2=C1C=C(C=C2)C(=O)O)=O)C2=CC=CC=C2